FC1=C(C=CC=C1)CNC(CC1N(C(CC1)=O)CC1=CC=C(C=C1)C)=O N-[(2-fluorophenyl)methyl]-2-[1-[(4-methylphenyl)methyl]-5-oxopyrrolidin-2-yl]acetamide